3-(2-(1H-indazol-6-yl)-5-(methylcarbamoyl)-1H-benzo[d]imidazol-1-yl)-3-cyclopropylpropionic acid N1N=CC2=CC=C(C=C12)C1=NC2=C(N1C(CC(=O)O)C1CC1)C=CC(=C2)C(NC)=O